(R)-8-bromo-4-((1-(3-(difluoromethyl)-2-fluorophenyl)ethyl)amino)-6-(1-(fluoromethyl)cyclopropyl)-2-methylpyrido[4,3-d]pyrimidine-7(6H)-one BrC=1C(N(C=C2C1N=C(N=C2N[C@H](C)C2=C(C(=CC=C2)C(F)F)F)C)C2(CC2)CF)=O